BrC1=C(C=C(C=C1)C1=NC2=C(N1)C(=CC=C2OC)OC)C(F)(F)F 2-(4-bromo-3-(trifluoromethyl)phenyl)-4,7-dimethoxy-1H-benzo[d]imidazole